3-(((tert-butyldimethylsilyl)oxy)methyl)-1-cyclopropyl-1H-pyrazol-5-amine [Si](C)(C)(C(C)(C)C)OCC1=NN(C(=C1)N)C1CC1